C1(CC1)C(=O)N1CC(CC1)OC1=CC2=C(C3=C(C(C=C(N3CC2)OC[C@H]2OCCOC2)=O)C)C=C1 9-[1-(cyclopropanecarbonyl)pyrrolidin-3-yl]oxy-4-[[(2S)-1,4-dioxan-2-yl]methoxy]-1-methyl-6,7-dihydrobenzo[a]quinolizin-2-one